ClC1=CC(=NC(=C1C(=O)O)N[C@@H](C)C1=CC=CC=C1)Cl (S)-4,6-dichloro-2-((1-phenylethyl)amino)nicotinic acid